(4-benzooxazol-2-yl-phenyl)-phenyl-amine O1C(=NC2=C1C=CC=C2)C2=CC=C(C=C2)NC2=CC=CC=C2